3-{2-Tert-butyl-4H,5H,6H-cyclopenta[b]thiophen-3-yl}-1-[(1-methyl-1H-pyrazol-4-yl)(1-methylpiperidin-3-yl)sulfamoyl]urea C(C)(C)(C)C1=C(C2=C(S1)CCC2)NC(NS(N(C2CN(CCC2)C)C=2C=NN(C2)C)(=O)=O)=O